FC(C=1C=CC(=NC1)N1CCNCC1)(F)F (5-(trifluoromethyl)pyridin-2-yl)piperazine